(R)-2-(2-butoxypyridin-4-yl)-8-phenyl-7,8-dihydro-6H-pyrido[3,2-b]pyrrolizine C(CCC)OC1=NC=CC(=C1)C=1C=CC=2C=C3CC[C@@H](N3C2N1)C1=CC=CC=C1